8-oxa-3,4,5,11-tetrazatricyclo[7.3.0.02,6]dodeca-2(6),4-dien C12C=3NN=NC3COC2CNC1